((5R,9S)-2-Methyl-3-(3,4,5-trifluorophenyl)-4,5,6,7,8,9-hexahydro-2H-5,9-epiminocycloocta[c]pyrazol-10-yl)(quinoxalin-6-yl)methanone CN1N=C2C(=C1C1=CC(=C(C(=C1)F)F)F)C[C@H]1CCC[C@@H]2N1C(=O)C=1C=C2N=CC=NC2=CC1